C(C)N1C(NC2=C(C1=O)SC(=C2)CN2CCN(CC2)C=2C=CC(=NC2F)C(=O)NC)=O 5-(4-((3-ethyl-2,4-dioxo-1,2,3,4-tetrahydrothieno[3,2-d]pyrimidin-6-yl)methyl)piperazin-1-yl)-6-fluoro-N-methylpicolinamide